2-(3-methyl-1H-indol-2-yl)ethylamine CC1=C(NC2=CC=CC=C12)CCN